Br\C(\CC=1C(C[C@@H](C1)O)=O)=C/CCCCO[Si](C)(C)C(C)(C)C (S,Z)-2-(2-bromo-7-((tert-butyldimethylsilyl)oxy)hept-2-en-1-yl)-4-hydroxycyclopent-2-enone